C1(CC1)C#C[C@@]1(NC(NC2=CC(=CC=C12)B1OC(C(O1)(C)C)(C)C)=O)C(C)(F)F (S)-4-(cyclopropylethynyl)-4-(1,1-difluoroethyl)-7-(4,4,5,5-tetramethyl-1,3,2-dioxaborolan-2-yl)-3,4-dihydroquinazolin-2(1H)-one